3-fluoro-5-formyl-4-hydroxy-N-(4-(piperidin-1-yl)phenyl)benzamide FC=1C=C(C(=O)NC2=CC=C(C=C2)N2CCCCC2)C=C(C1O)C=O